N1=CCCC1 azolene